3-(piperidin-4-yl)guanidine N1CCC(CC1)NC(N)=N